4-(5-methoxy-4-(3-(1-methyl-1H-pyrazol-3-yl)phenyl)-6-(pyridin-4-yl)pyrimidin-2-yl)morpholine COC=1C(=NC(=NC1C1=CC=NC=C1)N1CCOCC1)C1=CC(=CC=C1)C1=NN(C=C1)C